1-(furan-2-ylmethyl)-2,5-dimethyl-1H-pyrrole-3-carboxylic acid O1C(=CC=C1)CN1C(=C(C=C1C)C(=O)O)C